CC(C(=O)O)(CN1CCOCC1)C 2,2-Dimethyl-3-morpholino-propanoic acid